α,α-Dimethyl-benzenemethanol CC(O)(C1=CC=CC=C1)C